(2-((5-chloro-2-((4-(2-(dimethylamino)-7-azaspiro[3.5]nonan-7-yl)-3-(trifluoromethyl)phenyl)amino)pyrimidin-4-yl)amino)phenyl)dimethylphosphine oxide ClC=1C(=NC(=NC1)NC1=CC(=C(C=C1)N1CCC2(CC(C2)N(C)C)CC1)C(F)(F)F)NC1=C(C=CC=C1)P(C)(C)=O